N-((1R,3R)-3-(2-hydroxyethyl)-1,2,3,4-tetrahydronaphthalen-1-yl)-2-oxo-6-(trifluoromethyl)-1,2-dihydropyridine-3-carboxamide OCC[C@H]1C[C@H](C2=CC=CC=C2C1)NC(=O)C=1C(NC(=CC1)C(F)(F)F)=O